CN1CCN(CC1)C=1C=CC(=NC1)NC1=NC=CC(=N1)C1=CN=C2N1C=C(C=C2)C=2C=NC=CC2 N-(5-(4-Methylpiperazin-1-yl)pyridin-2-yl)-4-(6-(pyridin-3-yl)imidazo[1,2-a]pyridin-3-yl)pyrimidin-2-amine